FC(C1=NC=C(C=C1C1=CC=C2C(=CN(C2=C1)CC(C)(C)C)[C@@H](C(F)F)NS(=O)(=O)C1CC1)F)F (S)-N-(1-(6-(2-(difluoromethyl)-5-fluoropyridin-3-yl)-1-neopentyl-1H-indol-3-yl)-2,2-difluoroethyl)cyclopropanesulfonamide